(S)-2-((tert-Butoxycarbonyl)amino)-3-(4-((4-(cyclopropylamino)-5-(trifluoromethyl)pyrimidin-2-yl)amino)-3-methoxyphenyl)propanoic acid C(C)(C)(C)OC(=O)N[C@H](C(=O)O)CC1=CC(=C(C=C1)NC1=NC=C(C(=N1)NC1CC1)C(F)(F)F)OC